5-(2-(4'-(difluoromethoxy)-[1,1'-biphenyl]-4-yl)vinyl)-1H-1,2,3-triazole-4-carboxylic acid FC(OC1=CC=C(C=C1)C1=CC=C(C=C1)C=CC1=C(N=NN1)C(=O)O)F